P(OC1=CC=CC=C1)(OC1=CC=CC=C1)OCCCCCCCC diphenyl (octyl) phosphite